BrC1=CC2=C(N=C(S2)C2=C(SC=3CN(CCC32)C(=O)OC(C)(C)C)N(CCCNC(C)C)C(=O)OC(C)(C)C)C=C1 tert-Butyl 3-(6-bromobenzo[d]thiazol-2-yl)-2-((tert-butoxycarbonyl)(3-(isopropylamino)propyl)amino)-4,7-dihydrothieno[2,3-c]pyridine-6(5H)carboxylate